ClCC1=CC=C(C[C@H](N)C(=O)O)C=C1 4-(chloromethyl)-phenylalanine